O=C1N(C(C2=C(N1)C=NC=C2)=O)C=2C=1N(C(=CC2)C[C@@H](C(=O)OC)NC(C2=CC=CC=C2)(C2=CC=CC=C2)C2=CC=CC=C2)C=CN1 methyl (S)-3-(8-(2,4-dioxo-1,4-dihydropyrido[3,4-d]pyrimidin-3(2H)-yl)imidazo[1,2-a]pyridin-5-yl)-2-(tritylamino)propanoate